CN(C)CCOC(C(=C)C)=O.C(C(=C)C)(=O)OCCCC butyl methacrylate dimethylaminoethyl-methacrylate